3-(2-chloro-5-methylpyrimidin-4-yl)-7-(pyridin-3-yloxy)imidazo[1,2-a]Pyridine ClC1=NC=C(C(=N1)C1=CN=C2N1C=CC(=C2)OC=2C=NC=CC2)C